C1(CC1)[C@H](CNC(=O)C1=NOC(N1)=O)CC1=C(C=CC(=C1)F)F (R)-N-(2-cyclopropyl-3-(2,5-difluorophenyl)propyl)-5-oxo-4,5-dihydro-1,2,4-oxadiazole-3-carboxamide